C(#N)C=1C=NC2=CC(=C(C=C2C1N1CCC(CCC1)CP([O-])([O-])=O)OC)OC.[Na+].[Na+] SODIUM ((1-(3-CYANO-6,7-DIMETHOXYQUINOLIN-4-YL)AZEPAN-4-YL)METHYL)PHOSPHONATE